C(C1=CC=CC=C1)OC1=CC=C(C(=C1)NC)N 5-(benzyloxy)-N1-methylbenzene-1,2-diamine